silyloxy-3a-hydroxy-5β-cholan-24-oate [SiH3]OC(C(=O)[O-])C[C@@H](C)[C@H]1CC[C@H]2[C@@H]3CC[C@@H]4C[C@@H](CC[C@]4(C)[C@H]3CC[C@]12C)O